(S)-3-amino-4-(4-chlorophenyl)butanoic acid N[C@H](CC(=O)O)CC1=CC=C(C=C1)Cl